tert-butyl (4-(2-(quinolin-6-yl)vinyl)thiazol-2-yl)carbamate N1=CC=CC2=CC(=CC=C12)C=CC=1N=C(SC1)NC(OC(C)(C)C)=O